3-(3,3-dimethylbutyl)-cyclohexanol CC(CCC1CC(CCC1)O)(C)C